N1,N4-bis(4-aminobenzyl)terephthalamide dihydrochloride Cl.Cl.NC1=CC=C(CNC(C2=CC=C(C(=O)NCC3=CC=C(C=C3)N)C=C2)=O)C=C1